ClC=1C=CC=C2[C@H](CCOC12)NC(=O)NC1=NN(C=C1)C=1C=CC(=NC1)C(=O)NC 5-[3-[[(4S)-8-chlorochroman-4-yl]carbamoylamino]pyrazol-1-yl]-N-methyl-pyridine-2-carboxamide